3-(2-((4-(Azidomethyl)pyridin-2-yl)oxy)ethoxy)-6-bromoquinoline N(=[N+]=[N-])CC1=CC(=NC=C1)OCCOC=1C=NC2=CC=C(C=C2C1)Br